FC1(CC(CNC1)C1=NC(=NO1)C1=C2N(C=3C=CC=CC13)CCC2)F 5-(5,5-difluoropiperidin-3-yl)-3-(2,3-dihydro-1H-pyrrolo[1,2-a]indol-9-yl)-1,2,4-oxadiazole